FC(C=1C=NN(C1)C1=NC=CC=C1S(=O)(=O)N)(F)F 2-[4-(trifluoromethyl)-1H-Pyrazol-1-yl]Pyridine-3-sulfonamide